1,2-dicyano-1,2-bis(2,4,5-trimethyl-3-thienyl)ethane C(#N)C(C(C1=C(SC(=C1C)C)C)C#N)C1=C(SC(=C1C)C)C